C1(=CC=CC=C1)CC(C(CC1=CC=CC=C1)=O)=O 1,4-diphenyl-2,3-butanedione